methyl 2-[(1R,3S,5S)-3-[(5-cyclopropyl-3-phenyl-1,2-oxazol-4-yl)carbonyloxy]-8-azabicyclo[3.2.1]octan-8-yl]-4-fluoro-1,3-benzothiazole-6-carboxylate C1(CC1)C1=C(C(=NO1)C1=CC=CC=C1)C(=O)OC1C[C@H]2CC[C@@H](C1)N2C=2SC1=C(N2)C(=CC(=C1)C(=O)OC)F